F[C@H]1[C@@H]2CC[C@H](C[C@H]1N(C=1N=CC(=NC1)C1=C(C=C(C=C1)[C@H]1CC(N(C1)C)=O)O)C)N2 (4R)-4-[4-(5-{[(1S,2S,3R,5R)-2-fluoro-8-azabicyclo[3.2.1]octan-3-yl](methyl)amino}pyrazin-2-yl)-3-hydroxyphenyl]-1-methylpyrrolidin-2-one